N,N'-bis(2,2,6,6-tetramethyl-4-piperidyl)ethylenediamine sodium [Na].CC1(NC(CC(C1)NCCNC1CC(NC(C1)(C)C)(C)C)(C)C)C